(S)-4-[4-(2-amino-6-methyl-pyrimidin-4-yl)-1,4-oxazepan-3-yl]-3-chloro-benzonitrile NC1=NC(=CC(=N1)N1[C@H](COCCC1)C1=C(C=C(C#N)C=C1)Cl)C